2a,3a-dihydroxy-24-ethyl-24,24-dimethyl-5a-cholan-6-one O[C@H]1[C@H](C[C@@H]2C(C[C@H]3[C@@H]4CC[C@H]([C@@H](CCC(C)(C)CC)C)[C@]4(CC[C@@H]3[C@]2(C1)C)C)=O)O